CC=1NC(C=C(N1)C(=O)O)=O 2-methyl-6-oxo-1,6-dihydropyrimidine-4-carboxylic acid